5H,6H,8H-pyrido[3,4-d]pyrimidine-7-carboxylic acid tert-butyl ester C(C)(C)(C)OC(=O)N1CC=2N=CN=CC2CC1